CC/C=C\\C/C=C\\CC(/C=C/C=C\\C/C=C\\CCCC(=O)O)OO The molecule is a hydroperoxy fatty acid that is (5Z,8Z,10E,14Z,17Z)-icosapentaenoic acid in which the hydroperoxy group is located at the 12-position. It has a role as a platelet aggregation inhibitor. It is a hydroperoxy fatty acid, a long-chain fatty acid and a polyunsaturated fatty acid. It derives from an all-cis-5,8,11,14,17-icosapentaenoic acid. It is a conjugate acid of a 12-HPEPE(1-).